3-methyl-N-(1-methylcyclopropyl)-2-oxo-2,3-dihydro-1H-benzo[d]imidazole-5-sulfonamide CN1C(NC2=C1C=C(C=C2)S(=O)(=O)NC2(CC2)C)=O